2-(2-fluoro-4-((5-oxo-4-(4-(trifluoromethyl)phenyl)-4,5-dihydro-1H-1,2,4-triazole-1-yl)methyl)phenoxy)-2-methylpropionic acid FC1=C(OC(C(=O)O)(C)C)C=CC(=C1)CN1N=CN(C1=O)C1=CC=C(C=C1)C(F)(F)F